ClC1=NC=C(C(=N1)Cl)CN1C(CSCC1)=O 4-((2,4-dichloropyrimidin-5-yl)methyl)thiomorpholin-3-one